CC1(C(NC=2C=C3C(=CC2C1NC=1C=C(C=CC1)C)OCO3)=O)C 7,7-Dimethyl-8-(m-tolylamino)-7,8-dihydro-[1,3]dioxolo[4,5-g]quinolin-6(5H)-one